FC1(CCC2=C1N=C(N=C2N2C[C@@H](CC2)CC(=O)O)N2[C@H](CC2)C)F 2-((S)-1-(7,7-difluoro-2-((S)-2-methylazetidin-1-yl)-6,7-dihydro-5H-cyclopenta[d]pyrimidin-4-yl)pyrrolidin-3-yl)acetic acid